BrC1=CC=C(C=2OCCN(C21)C)C(=O)OC Methyl 5-bromo-4-methyl-3,4-dihydro-2H-benzo[b][1,4]oxazine-8-carboxylate